di-n-pentacosyl-amine C(CCCCCCCCCCCCCCCCCCCCCCCC)NCCCCCCCCCCCCCCCCCCCCCCCCC